6-benzyl-3-(((1,4-dihydroquinazolin-2-yl)thio)methyl)-2-iodo-5,6-dihydroimidazo[2,1-b]thiazole C(C1=CC=CC=C1)C1N=C2SC(=C(N2C1)CSC=1NC2=CC=CC=C2CN1)I